C(=O)(OC(C)(C)C)C1=NC(=C2NC=NC2=N1)N Boc-adenine